C1(CC1)C1=C(C=C(C(=C1)[N+](=O)[O-])OC)N1CCC(CC1)N1CCN(CC1)C 1-(1-(2-cyclopropyl-5-methoxy-4-nitrophenyl)piperidin-4-yl)-4-methylpiperazine